O=S1(CCN(CC1)C(=O)C1=C(C=C(OCCN2CCC3(CC2)C(N(C2=CC=C(C=C23)C#N)C)=O)C=C1F)F)=O 1'-{2-[4-(1,1-dioxo-1lambda6-thiomorpholine-4-carbonyl)-3,5-difluorophenoxy]ethyl}-1-methyl-2-oxo-1,2-dihydrospiro[indole-3,4'-piperidine]-5-carbonitrile